NC=1C=CC(=NC1)N1N=C(C(=C1)C1=CN=C(N1C)C(=O)NC1=CC(=C(C=C1)C(N[C@@H]1C[C@H](C1)NC([C@H]1NC[C@@H](C1)O)=O)=O)Cl)C(F)(F)F 5-[1-(5-amino-2-pyridyl)-3-(trifluoromethyl)pyrazol-4-yl]-N-[3-chloro-4-[trans-[3-[[(2S,4R)-4-hydroxyprolyl]amino]cyclobutyl]carbamoyl]phenyl]-1-methyl-imidazole-2-carboxamide